NCC1=NC=C(C=N1)C1=C(C2=C(NC3=C(C=C(C=C23)F)NCC)N=C1)N1N=C(C=C1)C(F)(F)F 3-[2-(Aminomethyl)pyrimidin-5-yl]-N-ethyl-6-fluoro-4-[3-(trifluoromethyl)pyrazol-1-yl]-9H-pyrido[2,3-b]indol-8-amine